N-(5-((6-((R)-3-(2,4-difluorophenyl)isoxazolidine-2-yl)pyrimidine-4-yl)amino)-4-methoxy-2-(4-(tetrahydro-2H-pyran-4-yl)piperazine-1-yl)phenyl)acrylamide FC1=C(C=CC(=C1)F)[C@@H]1N(OCC1)C1=CC(=NC=N1)NC=1C(=CC(=C(C1)NC(C=C)=O)N1CCN(CC1)C1CCOCC1)OC